(2R,5S)-5-(4-chlorobenzyl)-4-(4-(4,5-dimethyloxazol-2-yl)cyclohexyl)-2-((methylsulfonyl)methyl)-morpholine hydrochloride Cl.ClC1=CC=C(C[C@H]2CO[C@H](CN2C2CCC(CC2)C=2OC(=C(N2)C)C)CS(=O)(=O)C)C=C1